(4aS,5S,7aR)-6-tert-butyl 5-methyl 4a-(3-(4,4,5,5-tetramethyl-1,3,2-dioxaborolan-2-yl)propyl)hexahydro-1H-pyrrolo[3,4-b]pyridine-5,6(2H)-dicarboxylate CC1(OB(OC1(C)C)CCC[C@@]12[C@@H](NCCC1)CN([C@@H]2C(=O)OC)C(=O)OC(C)(C)C)C